3-(4-(2-(4-methoxyphenyl)propan-2-yl)thiazol-2-yl)urea COC1=CC=C(C=C1)C(C)(C)C=1N=C(SC1)NC(N)=O